1-(4-(6-(2-(6-cyclopropyl-4-(trifluoromethyl)pyridin-2-yl)acetamido)pyridazin-3-yl)-2-fluorobutyl)-N-methyl-1H-1,2,3-triazole-4-carboxamide C1(CC1)C1=CC(=CC(=N1)CC(=O)NC1=CC=C(N=N1)CCC(CN1N=NC(=C1)C(=O)NC)F)C(F)(F)F